C1(=CC=CC=C1)CC(=O)O\N=C(/C)\C1=CC2=CC=CC=C2C=C1 (E)-1-(naphthalen-2-yl)ethan-1-one O-(2-phenylacetyl) oxime